3-[3-(2-chloro-6-methyl-4-pyridinyl)-5-(1-hydroxy-1-methyl-ethyl)pyrazolo[1,5-a]pyrimidin-2-yl]benzonitrile ClC1=NC(=CC(=C1)C=1C(=NN2C1N=C(C=C2)C(C)(C)O)C=2C=C(C#N)C=CC2)C